CC(CCC(=O)N1CC2(CC2)C[C@H]1C(=O)N[C@@H](C[C@H]1C(NCC1)=O)C(COC(F)(F)F)=O)C (S)-5-(4-methylpentanoyl)-N-((S)-3-oxo-1-((S)-2-oxopyrrolidin-3-yl)-4-(trifluoromethoxy)butan-2-yl)-5-azaspiro[2.4]heptane-6-carboxamide